FC1=C(OC2=C(C=C(C=C2)S(=O)(=O)C)C=2C3=C(C(N(C2)C)=O)NC(=C3)C(=O)N(C)C)C=CC(=C1)F 4-[2-(2,4-difluorophenoxy)-5-(methylsulfonyl)phenyl]-N,N,6-trimethyl-7-oxo-6,7-dihydro-1H-pyrrolo[2,3-c]pyridine-2-carboxamide